propyl-tert-butyl-urea C(CC)N(C(=O)N)C(C)(C)C